tert-butyl ((1R,3S)-3-(6-nitro-1-oxoisoindolin-2-yl)cyclohexyl)carbamate [N+](=O)([O-])C1=CC=C2CN(C(C2=C1)=O)[C@@H]1C[C@@H](CCC1)NC(OC(C)(C)C)=O